[6-(3-cyclopropyl-1,2,4-triazol-1-yl)-2-azaspiro[3.3]heptan-2-yl]-[2-[[4-(trifluoromethyl)-3-pyridinyl]sulfonyl]-2,6-diazaspiro[3.3]heptan-6-yl]methanone C1(CC1)C1=NN(C=N1)C1CC2(CN(C2)C(=O)N2CC3(CN(C3)S(=O)(=O)C=3C=NC=CC3C(F)(F)F)C2)C1